[W].[Ni].[Ni] nickel nickel-tungsten